5-((1H-pyrazol-5-yl)methoxy)-2-methoxyisonicotinaldehyde N1N=CC=C1COC1=CN=C(C=C1C=O)OC